BrC=1N=C(N(N1)C1=NC=CC=N1)C(C)N(C1=NC=NC2=C(C=C(C=C12)C(F)(F)F)Cl)C N-[1-(5-bromo-2-pyrimidin-2-yl-1,2,4-triazol-3-yl)ethyl]-8-chloro-N-methyl-6-(trifluoromethyl)quinazolin-4-amine